FC=1C=C(C=C(C1C1=CSC=C1)F)C(C(=O)OC)(C)C Methyl 2-(3,5-difluoro-4-(thiophen-3-yl) phenyl)-2-methylpropanoate